CC1=C(C(=NN1)C1=CC=NC=C1)C1=CC=C(C=C1)C1=C(C=C(C=C1)C#N)C#N 4-[4-[5-methyl-3-(4-pyridyl)-1H-pyrazol-4-yl]phenyl]benzene-1,3-dicarbonitrile